N=1C=CN2C1C=CC=C2COC2CC1(C(N3C(O1)CC[C@H]3C3=NC=CN=C3)=O)C2 (5'S)-3-[(imidazo[1,2-a]pyridin-5-yl)methoxy]-5'-(pyrazin-2-yl)tetrahydro-3'H-spiro[cyclobutane-1,2'-pyrrolo[2,1-b][1,3]oxazol]-3'-one